(3S,4S)-1-cyclopentyl-4-{[5-(2,4-difluoro-phenyl)-isoxazole-3-carbonyl]-amino}-piperidine-3-carboxylic acid ((R)-1-pyridin-3-yl-ethyl)-amide N1=CC(=CC=C1)[C@@H](C)NC(=O)[C@H]1CN(CC[C@@H]1NC(=O)C1=NOC(=C1)C1=C(C=C(C=C1)F)F)C1CCCC1